Silane Diruthenium [Ru].[Ru].[SiH4]